BrC1=C(C=C2C(=NC(=NC2=C1)OC[C@H]1N(CCC1)C)N1[C@H](CN(CC1)C(=O)OC(C)(C)C)C)Cl tert-butyl (S)-4-(7-bromo-6-chloro-2-(((S)-1-methylpyrrolidin-2-yl)methoxy)quinazolin-4-yl)-3-methylpiperazine-1-carboxylate